6-fluoro-2,3-dimethyl-benzaldehyde FC1=CC=C(C(=C1C=O)C)C